C(#N)C=1C=C(C=CC1)C(C)=O m-cyanoacetophenone